[Si](C)(C)(C(C)(C)C)OCC(C1=CC=CC=C1)C=1C(NC=C(C1)CO)=O 3-((((tert-butyldimethylsilyl)oxy)methyl)benzyl)-5-(hydroxymethyl)pyridin-2(1H)-one